1,2-bis-(3-methylphenoxy)ethane CC=1C=C(OCCOC2=CC(=CC=C2)C)C=CC1